(S)-N-[(R)-[4,5-dichloro-2-(prop-2-en-1-yloxy)phenyl]([1-[1-(triphenylmethyl)-1H-pyrazol-3-yl]piperidin-4-yl])methyl]-2-methylpropane-2-sulfinamide ClC1=CC(=C(C=C1Cl)[C@H](N[S@@](=O)C(C)(C)C)C1CCN(CC1)C1=NN(C=C1)C(C1=CC=CC=C1)(C1=CC=CC=C1)C1=CC=CC=C1)OCC=C